2-((3S,5S)-3-(2,5-dioxo-2,5-dihydro-1H-pyrrol-1-yl)-2-oxo-5-((2-ethoxy)methyl)pyrrolidin-1-yl)acetic acid O=C1N(C(C=C1)=O)[C@@H]1C(N([C@@H](C1)COCC)CC(=O)O)=O